2-(2,6-dichlorophenyl)-3-methyl-9-(1-methyl-1H-pyrazol-4-yl)imidazo[2,1-f][1,6]naphthyridine ClC1=C(C(=CC=C1)Cl)C=1N=C2C=3C=C(C=NC3C=CN2C1C)C=1C=NN(C1)C